3-Nitro-6,7-dihydropyrazolo[1,5-a]pyrazin-4(5H)-one [N+](=O)([O-])C=1C=NN2C1C(NCC2)=O